CC1=C(C=2N(C=C1C=1NC3=CC=C(C=C3C1C(C)C)C1CCC(CC1)N)N=CN2)C 4-(2-(7,8-dimethyl-[1,2,4]triazolo[1,5-a]pyridin-6-yl)-3-isopropyl-1H-indol-5-yl)cyclohexylamine